C(=O)O.BrC=1C=CC(=C(C1)O)C=1C=2N(C(=NN1)N[C@H]1CN(CCC1)CCO)C=NC2 5-bromo-2-(4-{[(3R)-1-(2-hydroxyethyl)piperidin-3-yl]amino}imidazo[1,5-d][1,2,4]triazin-1-yl)phenol formate salt